di-tert-butyl ((R)-6-(((2R,3R,4R,5S,6S)-6-((7H-purin-6-yl)amino)-4,5-dihydroxy-2-(hydroxymethyl)tetrahydro-2H-pyran-3-yl)amino)-6-oxohexane-1,5-diyl)dicarbamate N1=CN=C2N=CNC2=C1N[C@@H]1[C@H]([C@@H]([C@H]([C@@H](O1)CO)NC([C@@H](CCCCNC(OC(C)(C)C)=O)NC(OC(C)(C)C)=O)=O)O)O